C[Si](C#CC1=C2C=NN(C2=CC=C1)C1OCCCC1)(C)C trimethyl-[2-(1-tetrahydropyran-2-ylindazol-4-yl)ethynyl]silane